(R)-N-(5-(5-(azetidin-2-ylmethoxy)-2-methylpyridin-4-yl)pyrazolo[1,5-a]pyridin-2-yl)cyclopropanecarboxamide N1[C@H](CC1)COC=1C(=CC(=NC1)C)C1=CC=2N(C=C1)N=C(C2)NC(=O)C2CC2